[C].[C].[C].[C].[C].[C] carbon pentacarbon